3-(5-(4-((4-(4-chlorophenyl)piperidin-1-yl)methyl)pyridin-2-yl)-1-oxoisoindolin-2-yl)piperidine-2,6-dione ClC1=CC=C(C=C1)C1CCN(CC1)CC1=CC(=NC=C1)C=1C=C2CN(C(C2=CC1)=O)C1C(NC(CC1)=O)=O